1-methanesulfonyl-N-[7-(2-methylpropyl)imidazo[4,3-f][1,2,4]triazin-2-yl]piperidin-4-amine CS(=O)(=O)N1CCC(CC1)NC1=NN2C(C=N1)=CN=C2CC(C)C